NC1=NC(=CC=C1C(=O)OCC1=CC=C(C=C1)OC1=CC=CC=C1)C (4-Phenoxyphenyl)methyl 2-amino-6-methyl-pyridine-3-carboxylate